(R)-8-((3-Cyclopropyl-1-methyl-1H-pyrazol-5-yl)sulfonyl)-3-(2-oxa-6-azaspiro[3.3]heptan-6-yl)-1-oxa-8-azaspiro[4.5]decane C1(CC1)C1=NN(C(=C1)S(=O)(=O)N1CCC2(C[C@H](CO2)N2CC3(COC3)C2)CC1)C